CC(C)(CC(C)(NC=1C2=C(N=C(N1)C=1C(=NNC1)C(F)(F)F)C=NC=C2)C)O 2,4-dimethyl-4-({2-[3-(trifluoromethyl)-1H-pyrazol-4-yl]pyrido[3,4-d]pyrimidin-4-yl}amino)pentan-2-ol